5-(3-(4-(8-Bromo-4-methylchroman-4-yl)-1H-imidazol-2-yl)-4-fluorophenoxy)-4,6-difluoro-1H-indole BrC=1C=CC=C2C(CCOC12)(C)C=1N=C(NC1)C=1C=C(OC=2C(=C3C=CNC3=CC2F)F)C=CC1F